CCCCCCCCCCC=CC=O TRIDECENAL